(5-acetamidopyridin-3-yl)-N-tert-butyl-1-(3,5-dichlorophenyl)-7-methoxy-N-methyl-1,4-dihydrobenzopyrano[4,3-c]Pyrazole-3-carboxamide C(C)(=O)NC=1C=C(C=NC1)C1OC2=C(C=CC(=C2)OC)C=2N(N=C(C21)C(=O)N(C)C(C)(C)C)C2=CC(=CC(=C2)Cl)Cl